2-acetylamino-2-deoxy-3,4,6-tri-O-benzyl-D-galactose C(C)(=O)N[C@@H](C=O)[C@@H](OCC1=CC=CC=C1)[C@@H](OCC1=CC=CC=C1)[C@H](O)COCC1=CC=CC=C1